N-(biphenyl-3-yl)-2,6-diisopropyl-benzamide C1(=CC(=CC=C1)NC(C1=C(C=CC=C1C(C)C)C(C)C)=O)C1=CC=CC=C1